N-(2-fluorobenzyl)-N-(1-phenethylpiperidin-4-yl)butanamide FC1=C(CN(C(CCC)=O)C2CCN(CC2)CCC2=CC=CC=C2)C=CC=C1